C(C)(C)(C)C1=C(OC=2SC=CC2NC(=O)NC2=CC=C(C=C2)C)C=CC=C1 1-(2-(2-tert-butylphenoxy)thiophen-3-yl)-3-p-tolylurea